5-(((2R,3S)-1-(tert-butoxycarbonyl)-2-methylazetidin-3-yl)oxy)-6-methylpicolinic acid C(C)(C)(C)OC(=O)N1[C@@H]([C@H](C1)OC=1C=CC(=NC1C)C(=O)O)C